N(C1=CC=CC=C1)C1=C(C=CC(=C1)Cl)C(/C=C/C1=CC=C(C=C1)S(=O)NCC(C)(C)O)=O 4-[(E)-3-(2-Anilino-4-chlorophenyl)-3-oxoprop-1-enyl]-N-(2-hydroxy-2-methylpropyl)benzenesulfinamide